(E)-3,7-dimethyl-2,6-octadien-1-ol acetate C(C)(=O)OC\C=C(\CCC=C(C)C)/C